S(=O)(=O)(O)O.C1(=CC=CC=C1)S(=O)(=O)OC1=C(C=CC=2CC3N(CC12)CCC=1C=C(C(=CC13)OC)OC)OC 2,3,10-Trimethoxy-5,6,7,8,13,13a-hexahydroisoquinolino[2,1-b]isoquinolin-9-yl benzenesulfonate sulfate